6-Fluoro-8-(hydroxymethyl-d2)-2-trifluoromethyl-2H-benzopyran-3-carboxylic acid ethyl ester C(C)OC(=O)C=1C(OC2=C(C1)C=C(C=C2C([2H])([2H])O)F)C(F)(F)F